(S)-2-chloro-N-(5-chloro-6-(1-methyl-1H-imidazol-4-yl)pyridin-3-yl)-8,8-dimethyl-7,8-dihydro-6H-cyclopenta[e]pyrazolo[1,5-a]pyrimidine-6-carboxamide ClC1=NN2C(N=CC3=C2C(C[C@@H]3C(=O)NC=3C=NC(=C(C3)Cl)C=3N=CN(C3)C)(C)C)=C1